ClC=1N=C(C2=C(N1)C=CC=N2)NC2=NC=CC=C2 2-chloro-N-(2-pyridinyl)pyrido[3,2-d]pyrimidin-4-amine